tert-butyl N-cyclopropyl-N-[1-[2-methyl-7-[[6-methyl-8-[[(2,2,2-trifluoro-1-methyl-ethyl)amino]methyl]imidazo[1,2-a]pyrazin-2-yl]carbamoyl]indazol-4-yl]-4-piperidyl]carbamate C1(CC1)N(C(OC(C)(C)C)=O)C1CCN(CC1)C=1C2=CN(N=C2C(=CC1)C(NC=1N=C2N(C=C(N=C2CNC(C(F)(F)F)C)C)C1)=O)C